COC1=CC=C(C=C1)C1=CC=2C3=C(NC2C=C1)CCN(C3)C(=O)OC(C)(C)C tert-butyl 8-(4-methoxyphenyl)-1,3,4,5-tetrahydro-2H-pyrido[4,3-b]indole-2-carboxylate